(4-(4-((3-(2,3-difluoro-4-methoxy-phenyl)imidazo[1,2-a]pyrazin-8-yl)amino)-2-fluoro-6-methylbenzoyl)piperazin-1-yl)((2S,4R)-4-hydroxy-pyrrolidin-2-yl)methanone dihydrochloride Cl.Cl.FC1=C(C=CC(=C1F)OC)C1=CN=C2N1C=CN=C2NC2=CC(=C(C(=O)N1CCN(CC1)C(=O)[C@H]1NC[C@@H](C1)O)C(=C2)C)F